6-amino-9-[[6-[2-(dimethylamino)ethylamino]-3-pyridyl]methyl]-2-dimethylphosphoryl-7H-purin-8-one NC1=C2NC(N(C2=NC(=N1)P(=O)(C)C)CC=1C=NC(=CC1)NCCN(C)C)=O